C1=C(C=CC2=CC=CC=C12)OC=1C=C(C[C@H](N)C(=O)O)C=CC1 3-(2-naphthyloxy)-L-phenylalanine